C1(=CC=CC=C1)[Se]C1=CC=C(C=C1)OC (4-Methoxyphenyl) phenyl selenoether